C(C)OC(=O)C1=C(SC=C1C1=CC=C(C=C1)Br)NC(=O)NCCCCN1CCCC1 4-(4-bromophenyl)-2-{3-[4-(pyrrolidin-1-yl)butyl]ureido}thiophene-3-carboxylic acid ethyl ester